6-propargyladenine C(C#C)C1(C2=NC=NC2=NC=N1)N